1-methyl-1-cyclohexyl-carboxylic acid CC1(CCCCC1)C(=O)O